tert-butyldimethylbromoethoxysilane C(C)(C)(C)[Si](OCCBr)(C)C